N1N=NN=C1C=1C=C(C=C(C1)C(F)(F)F)NC=1C(C(C1O)=O)=O 3-((3-(1H-tetrazol-5-yl)-5-(trifluoromethyl)phenyl)amino)-4-hydroxycyclobut-3-ene-1,2-dione